bis(1,4-dimethylpentyl)-p-phenylenediamine CC(CCC(C)C)NC1=CC=C(C=C1)NC(CCC(C)C)C